C(C)NC(CC1CCN(CC1)C(=O)OC(C)(C)C)=O tert-Butyl 4-(2-(ethylamino)-2-oxoethyl)piperidine-1-carboxylate